ClC1=CC(=C(C=C1)C1=NOC(=C1C(O)C=1C=NC=CC1)C1=C(C=C(C=C1)F)F)F [3-(4-Chloro-2-fluorophenyl)-5-(2,4-difluorophenyl)-1,2-oxazol-4-yl](pyridine-3-yl)methanol